ClC1=CC=C(C(=N1)C(=O)N)O[C@H](C)C=1C=C(C=C2C(C(=C(OC12)C1=CC2=C(N(N=C2C=C1)C)C)C)=O)C 6-Chloro-3-[(1R)-1-[2-(2,3-dimethylindazol-5-yl)-3,6-dimethyl-4-oxo-chromen-8-yl]ethoxy]pyridine-2-carboxamide